FC=1C=CC(=C(C1)N(C(OCC)=O)C)OC=1C(=NC=NC1)N1CC2(CC1)CN(CC2)CC2=CC1=C(NC(N1)=O)C=C2 ethyl (5-fluoro-2-((4-(7-((2-oxo-2,3-dihydro-1H-benzo[d]imidazol-5-yl)methyl)-2,7-diazaspiro[4.4]nonan-2-yl)pyrimidin-5-yl)oxy)phenyl)(methyl)carbamate